ClC1=C2C(=CNC2=C(C=C1)NS(=O)(=O)C=1C(=NN(C1)CC(C)(C)O)F)C#N N-(4-Chloro-3-cyano-1H-indol-7-yl)-3-fluoro-1-(2-hydroxy-2-methylpropyl)pyrazol-4-sulfonamid